2-chloro-N-(((1r,3s,5R,7S)-3-fluoroadamantan-1-yl)methyl)-5-(3-oxopropyl)benzamide ClC1=C(C(=O)NCC23CC4(C[C@H](C[C@@H](C2)C4)C3)F)C=C(C=C1)CCC=O